(5RS)-3-{2-chloro-5-[3-(difluoromethyl)phenoxy]pyridin-4-yl}-5-{2-chloro-4-[(3RS)-tetrahydrofuran-3-yl]benzyl}-5,6-dihydro-4H-1,2,4-oxadiazine ClC1=NC=C(C(=C1)C1=NOC[C@H](N1)CC1=C(C=C(C=C1)[C@@H]1COCC1)Cl)OC1=CC(=CC=C1)C(F)F |r|